FC([C@H]1C[C@H](CN(C1)C(C)(C)C)NC([O-])=O)(F)F ((3R,5S)-5-(trifluoromethyl) tert-butyl piperidin-3-yl)carbamate